(R)-6-(2-(3-(benzofuran-3-yl)phenyl)-2-hydroxyacetyl)-2-(1-(3-chlorophenyl)cyclopropyl)-3,5,6,7,8,9-hexahydro-4H-pyrimido[5,4-c]azepin-4-one O1C=C(C2=C1C=CC=C2)C=2C=C(C=CC2)[C@H](C(=O)N2CC1=C(CCC2)N=C(NC1=O)C1(CC1)C1=CC(=CC=C1)Cl)O